5-(3-bromophenyl)thiophene-2-carboxamide BrC=1C=C(C=CC1)C1=CC=C(S1)C(=O)N